C(C)(=O)C1=CC(=CN2C1=NC(=CC2=O)C)C 9-acetyl-2,7-dimethyl-4H-pyrido[1,2-a]pyrimidin-4-one